C1(CC1)C1=C(C(=NO1)C1=C(C=CC=C1Cl)Cl)CO[C@H]1[C@@H]2CN([C@H](C1)C2)C=2SC1=C(N2)C(=CC(=C1)C(=O)OC)C1COCC1 methyl 2-[(1S,4S,5R)-5-[[5-cyclopropyl-3-(2,6-dichlorophenyl)-1,2-oxazol-4-yl]methoxy]-2-azabicyclo[2.2.1]heptan-2-yl]-4-(oxolan-3-yl)-1,3-benzothiazole-6-carboxylate